5-(3-((4-((benzyloxy)methyl)phenyl)carbamoyl)phenyl)-2-methylnicotinic acid C(C1=CC=CC=C1)OCC1=CC=C(C=C1)NC(=O)C=1C=C(C=CC1)C=1C=NC(=C(C(=O)O)C1)C